6-((R)-3-hydroxypyrrolidin-1-yl)-3-(3,5-difluorobenzyl)isobenzofuran-1(3H)-one hydrochloride Cl.O[C@H]1CN(CC1)C1=CC=C2C(OC(C2=C1)=O)CC1=CC(=CC(=C1)F)F